N1C=CC(C1=O)=O Pyrrolinequinone